FC1=C(COC2=CC(=NN2CCC(C)(C)C)CNC([2H])([2H])[2H])C=C(C=C1)F 1-{5-[(2,5-difluorobenzyl)oxy]-1-(3,3-dimethylbutyl)-1H-pyrazol-3-yl}-N-(2H3)methylmethanamine